3-nicotinyl-1-vinylpyrrolidine C(C1=CN=CC=C1)C1CN(CC1)C=C